Benzyl 3,6-di-O-acetyl-2,4-dideoxy-4-fluoro-2-trifluoroacetamido-α-D-glucopyranoside C(C)(=O)O[C@@H]1[C@H]([C@@H](OCC2=CC=CC=C2)O[C@@H]([C@H]1F)COC(C)=O)NC(C(F)(F)F)=O